CC=1C=C(C=C(C1N)C)C1=CC=C(C=C1)C1=CC(=C(C(=C1)C)N)C 1,4-bis(3,5-dimethyl-4-aminophenyl)benzene